magnesium di-(isobutyryl lysinate) C(C(C)C)(=O)N[C@@H](CCCCN)C(=O)[O-].C(C(C)C)(=O)N[C@@H](CCCCN)C(=O)[O-].[Mg+2]